CN1CCC(CC1)OC1=CC(=NC=C1)C1=NSC(=N1)NC1=NC=CC=C1C(F)(F)F 3-(4-(1-methylpiperidin-4-yloxy)pyridin-2-yl)-N-(3-(trifluoromethyl)pyridin-2-yl)-1,2,4-thiadiazol-5-amine